N1=CN=C(C2=C1NC=C2)N (7H-pyrrolo[2,3-d]pyrimidin-4-yl)-amine